C1(C=CC(N1C1=C(C=C(C=C1C)CC1=CC(=C(C(=C1)C)N1C(C=CC1=O)=O)C)C)=O)=O Bis(4-maleimido-3,5-dimethylphenyl)methane